2,3,4,5-tetrahydroxy-1-pentanol OC(CO)C(C(CO)O)O